OC1(COC1)C=1C=C(C=CC1)C(=O)N1CCC(CC1)S(=O)(=O)C1=CC=C(C=C1)C(F)(F)F (3-(3-hydroxyoxetan-3-yl)phenyl)(4-((4-(trifluoromethyl)phenyl)sulfonyl)piperidin-1-yl)methanone